(2S,5S)-9-[(R)-1-(aminomethyl)-1-methylpropoxy]-5-{[tert-butylbis(phenyl)siloxy]ethyl}-2-isopropyl-1-methyl-1,4,5,6-tetrahydro-1,4-benzodiazocin-3(2H)-one NC[C@@](CC)(OC1=CC2=C(C[C@H](NC([C@@H](N2C)C(C)C)=O)CCO[Si](C2=CC=CC=C2)(C2=CC=CC=C2)C(C)(C)C)C=C1)C